(2R,3R)-3-((3-phenylisoxazol-5-yl)-methoxy)-2-(2,4-difluorophenyl)-1-(1H-1,2,4-triazol-1-yl)butan-2-ol C1(=CC=CC=C1)C1=NOC(=C1)CO[C@@H]([C@@](CN1N=CN=C1)(O)C1=C(C=C(C=C1)F)F)C